F[C@H]1[C@H](C1)C(=O)NC1=CC=C2C(=N1)N(C=C2C2=C(C=C1C=NN(C1=C2)COCC[Si](C)(C)C)OC)COCC[Si](C)(C)C (1R,2R)-2-fluoro-N-[3-(5-methoxy-1-[[2-(trimethylsilyl)ethoxy]methyl]indazol-6-yl)-1-[[2-(trimethylsilyl)ethoxy]methyl]pyrrolo[2,3-b]pyridin-6-yl]cyclopropane-1-carboxamide